The molecule is the dihydrate form of enalaprilat, an angiotensin-converting enzyme (ACE) inhibitor that is used (often in the form of its prodrug, enalapril) in the treatment of hypertension and heart failure, for reduction of proteinuria and renal disease in patients with nephropathies, and for the prevention of stroke, myocardial infarction, and cardiac death in high-risk patients. Unlike enalapril, enalaprilat is not absorbed by mouth but is administered by intravenous injection. It has a role as an EC 3.4.15.1 (peptidyl-dipeptidase A) inhibitor and an antihypertensive agent. It contains an enalaprilat (anhydrous). C[C@@H](C(=O)N1CCC[C@H]1C(=O)O)N[C@@H](CCC2=CC=CC=C2)C(=O)O.O.O